(3S,5R,8R,9S,10S,13R,14S,17R)-14-hydroxy-10,13-dimethyl-17-(2-oxo-2H-pyran-5-yl)hexadecahydro-1H-cyclopenta[a]phenanthren-3-yl prolinate N1[C@@H](CCC1)C(=O)O[C@H]1CC[C@@]2([C@H]3CC[C@@]4([C@H](CC[C@@]4([C@@H]3CC[C@@H]2C1)O)C=1C=CC(OC1)=O)C)C